C(C)(C)(C)C1=CC=C(C(=N1)S(=O)(=O)NC(=O)C1=NC2=CC=CC(=C2C=C1)C=1N=C(SC1)C)OC N-((6-(tert-butyl)-3-methoxypyridin-2-yl)sulfonyl)-5-(2-methylthiazol-4-yl)quinoline-2-carboxamide